ClC=1C=C(C(=C(C1)C1=NC=NN2C1=CC(=C2)CN2C(C1C(C1C2=O)(C)C)=O)O)C 3-((4-(5-chloro-2-hydroxy-3-methylphenyl)pyrrolo[2,1-f][1,2,4]triazin-6-yl)methyl)-6,6-dimethyl-3-azabicyclo[3.1.0]hexane-2,4-dione